4-[[(1S,2S)-2-[(3R)-3-aminopiperidin-1-yl]-6-chloro-4-methyl-2,3-dihydro-1H-inden-1-yl]oxy]-3-methylbenzene N[C@H]1CN(CCC1)[C@@H]1[C@H](C2=CC(=CC(=C2C1)C)Cl)OC1=C(C=CC=C1)C